[2-(9H-carbazole-9-yl)butyl]phosphonic acid C1=CC=CC=2C3=CC=CC=C3N(C12)C(CP(O)(O)=O)CC